N=1C(=CN2C1N=CC=C2)C(=O)Cl imidazo[1,2-a]pyrimidine-2-carbonyl chloride